methyl-(3,3,3-trifluoro-n-propyl)dimethoxysilane C[Si](OC)(OC)CCC(F)(F)F